(2S,5R)-5-[(3,4-dichlorobenzoyl)amino]-2-[5-[2-(trifluoromethoxy)ethoxy]-1,3,4-oxadiazol-2-yl]piperidine-1-carboxylic acid tert-butyl ester C(C)(C)(C)OC(=O)N1[C@@H](CC[C@H](C1)NC(C1=CC(=C(C=C1)Cl)Cl)=O)C=1OC(=NN1)OCCOC(F)(F)F